4,4,4-trifluorobutyl-zinc bromide [Br-].FC(CCC[Zn+])(F)F